6-(5-amino-1-methyl-1H-pyrazol-4-yl)-4-((2-cyanophenyl)thio)pyrazolo[1,5-a]pyridine-3-carbonitrile NC1=C(C=NN1C)C=1C=C(C=2N(C1)N=CC2C#N)SC2=C(C=CC=C2)C#N